O=NNNNNCCCCCCCCCCCCC oxapentaazanonadecene